C(#C)[C@H]1[C@H](CN(CC1)CC1CCN(CC1)C(=O)OC(C)(C)C)F tert-butyl 4-(((3R,4S)-4-ethynyl-3-fluoropiperidin-1-yl)methyl)piperidine-1-carboxylate